2-(3-chlorophenyl)-2-ethyl-1-(4-fluorophenyl)butyl (4-methyl-1-oxo-1-((1-oxo-3-(2-oxopyrrolidin-3-yl)propan-2-yl)amino)pentan-2-yl)carbamate CC(CC(C(NC(C=O)CC1C(NCC1)=O)=O)NC(OC(C(CC)(CC)C1=CC(=CC=C1)Cl)C1=CC=C(C=C1)F)=O)C